TRIDECATETRAENE CCCCC/C=C/C=C/C=C/C=C